CC1(N(CCC1)CCNC(C1=CC(=C(C=C1)F)NC1=NN(C2=NC(=NC=C21)NC2=CN=NC=C2)C)=O)C N-(2-(2,2-dimethylpyrrolidin-1-yl)ethyl)-4-fluoro-3-((1-methyl-6-(pyridazin-4-ylamino)-1H-pyrazolo[3,4-d]pyrimidin-3-yl)amino)benzamide